(S)-1-(1-(4-(hydroxymethyl)phenylamino)-1-oxo-5-ureidopentan-2-ylcarbamoyl)cyclobutanecarboxylic acid OCC1=CC=C(C=C1)NC([C@H](CCCNC(=O)N)NC(=O)C1(CCC1)C(=O)O)=O